O=C(CC1=CC=C(OC2=C(C(=O)N)C=CC=N2)C=C1)NC=1SC(=NN1)C1=CC=CC=C1 2-(4-(2-oxo-2-((5-phenyl-1,3,4-thiadiazol-2-yl)amino)ethyl)phenoxy)nicotinamide